(R)-di-tert-butyl 10-methyl-8-oxo-10,11-dihydro-8H-[1,4]diazepino[5',6':4,5]thieno[3,2-f]quinoline-9,12-dicarboxylate C[C@H]1N(C(C2=C(C=3C=4C=CC=NC4C=CC3S2)N(C1)C(=O)OC(C)(C)C)=O)C(=O)OC(C)(C)C